COC1=CC=C(C=C1)C=1C=C(C2=C(NC=N2)C1)C1=CC(=C(C(=C1)OC)OC)OC 6-(4-methoxyphenyl)-4-(3,4,5-trimethoxyphenyl)-1H-benzo[d]imidazole